C(C)(C)(C)[Si](OCC(COS(=O)(=O)C(F)(F)F)(C)F)(C1=CC=CC=C1)C1=CC=CC=C1 trifluoro-methanesulfonic acid 3-(tert-butyl-diphenyl-silyloxy)-2-fluoro-2-methyl-propyl ester